(4-(piperazine-1-yl)phenyl)boric acid N1(CCNCC1)C1=CC=C(C=C1)OB(O)O